FC=1C=C2CC(CC2=CC1F)NC1=NC=C(C=N1)C=1OC(=NN1)N1CC(C1)C=1N=NNC1C N-(5,6-difluoro-2,3-dihydro-1H-inden-2-yl)-5-(5-(3-(5-methyl-1H-1,2,3-triazol-4-yl)azetidin-1-yl)-1,3,4-oxadiazol-2-yl)pyrimidin-2-amine